BrC=1C(=C(C=CC1)OCCCN1CCOCC1)C 4-{3-[(3-bromo-2-methylphenyl)oxy]propyl}-1,4-oxazinane